4-[4-(cyclohex-1-en-1-yl)-8-fluoro-2-{[(2R,7aS)-2-fluorotetrahydro-1H-pyrrolizin-7a(5H)-yl]methoxy}pyrido[4,3-d]pyrimidin-7-yl]-5-ethynyl-6-fluoronaphthalen-2-ol C1(=CCCCC1)C=1C2=C(N=C(N1)OC[C@]13CCCN3C[C@@H](C1)F)C(=C(N=C2)C2=CC(=CC1=CC=C(C(=C21)C#C)F)O)F